5-Aminoimidazole-4-carboxamide NC1=C(N=CN1)C(=O)N